4-((3',4'-dichloro-[1,1'-biphenyl]-4-yl)oxy)-1H-1,2,3-triazol ClC=1C=C(C=CC1Cl)C1=CC=C(C=C1)OC=1N=NNC1